N=1C=NN2C=NC(=CC21)OC2=C(C=C(C=C2)NC2=NC=NC1=CC=C(C(=C21)O[C@H]2C(CN(CC2)C)(F)F)OC2CC2)C (R)-N-(4-([1,2,4]triazolo[1,5-c]pyrimidin-7-yloxy)-3-methylphenyl)-6-cyclopropoxy-5-((3,3-difluoro-1-methylpiperidin-4-yl)oxy)quinazolin-4-amine